4-(6-(4-(piperidin-1-yl)phenyl)pyrazolo[1,5-a]pyrimidin-3-yl)quinoline N1(CCCCC1)C1=CC=C(C=C1)C=1C=NC=2N(C1)N=CC2C2=CC=NC1=CC=CC=C21